C(C)S(=O)(=O)C1C=2C=CC=C(C2CCC1)OC=1C(=C(N(C(C1)=O)C)NC1=C(C=C(C=C1)I)F)C(=O)N ((5-(ethylsulfonyl)-5,6,7,8-tetrahydronaphthalen-1-yl)oxy)-2-((2-fluoro-4-iodophenyl)amino)-1-methyl-6-oxo-1,6-dihydropyridine-3-carboxamide